8-(6-{[3-(2-Oxo-1-pyrrolidinyl)propyl](6-chloro-3-pyridyl)carbonylamino}-3-pyridyl)-1,3-dicyclopropylxanthine O=C1N(CCC1)CCCN(C1=CC=C(C=N1)C1=NC=2N(C(N(C(C2N1)=O)C1CC1)=O)C1CC1)C(=O)C=1C=NC(=CC1)Cl